CC1=C(C=NC=C1)C(=O)N 4-methyl-pyridine-3-carboxamide